5-(3-(5-((5-methylthiophen-2-yl)methyl)-4H-1,2,4-triazol-3-yl)phenoxy)-1H-pyrrolo[2,3-c]pyridine Methyl-3-((4-methyl-5-nitropyridin-2-yl)oxy)benzoate COC(C1=CC(=CC=C1)OC1=NC=C(C(=C1)C)[N+](=O)[O-])=O.CC1=CC=C(S1)CC=1NC(=NN1)C=1C=C(OC=2C=C3C(=CN2)NC=C3)C=CC1